C(C)(C)OC(N[C@@H]1CC[C@H](CC1)C=1SC(=CN1)C1=C(C=C(C=C1)N1CCC(CC1)O)S(NCC)(=O)=O)=O.O[SiH](OCCCOC)CC1=CC=CC=C1 hydroxybenzyl-methoxypropoxysilane isopropyl-trans-N-[4-[5-[2-(ethylsulfamoyl)-4-[4-hydroxypiperidin-1-yl]phenyl]thiazol-2-yl]cyclohexyl]carbamate